ICC12CC(C1)(C2)NC(OCC2=CC=CC=C2)=O benzyl (3-(iodomethyl)bicyclo[1.1.1]pentan-1-yl)carbamate